1-[6-(4,4-difluoropiperidin-1-yl)-5-fluoropyridin-3-yl]1,2,3-triazole-4-carboxylic acid methyl ester COC(=O)C=1N=NN(C1)C=1C=NC(=C(C1)F)N1CCC(CC1)(F)F